2-(6-methyl-5,6,7,8-tetrahydro-1,6-naphthyridin-3-yl)-8-(4-methylpyridin-3-yl)quinazoline-2,5-diamine CN1CC=2C=C(C=NC2CC1)C1(NC=2C(=CC=C(C2C=N1)N)C=1C=NC=CC1C)N